[6-[[5-(trifluoromethyl)-1,2,4-thiadiazol-3-yl]methyl]-2-azaspiro[3.3]heptan-2-yl]-[6-[3-(trifluoromethyl)-1,2,4-triazol-1-yl]-2-azaspiro[3.3]heptan-2-yl]methanone FC(C1=NC(=NS1)CC1CC2(CN(C2)C(=O)N2CC3(C2)CC(C3)N3N=C(N=C3)C(F)(F)F)C1)(F)F